2-(4-chlorophenoxy)-N-(1-(3-(3,4-dichlorophenoxy)propyl)piperidin-4-yl)acetamide ClC1=CC=C(OCC(=O)NC2CCN(CC2)CCCOC2=CC(=C(C=C2)Cl)Cl)C=C1